2-oxabicyclo[2.1.0]Pentane C12OCC2C1